The molecule is a flavone C-glycoside that is isoorientin in which the hydroxy group at position 7 is replaced by a methoxy group. It is a flavone C-glycoside, a trihydroxyflavone and a monomethoxyflavone. It derives from an isoorientin. COC1=CC2C(C(=O)C=C(O2)C3=CC(=C(C=C3)O)O)C(=C1[C@H]4[C@@H]([C@H]([C@@H]([C@H](O4)CO)O)O)O)O